N-(5-cyano-4-(((cis)-2-methoxycyclopentyl)amino)pyridin-2-yl)-4-fluoro-7-formyl-6-((4-methyl-2-oxopiperazin-1-yl)methyl)-3,4-dihydro-2,4-methylene-1,8-naphthyridine-1(2H)-carboxamide C(#N)C=1C(=CC(=NC1)NC(=O)N1C2CC(C3=CC(=C(N=C13)C=O)CN1C(CN(CC1)C)=O)(C2)F)N[C@H]2[C@H](CCC2)OC